N1-(2,6-difluorophenyl)-N2-((S)-4-methyl-1-oxo-1-(((S)-3-oxo-1-((S)-2-oxopyrrolidin-3-yl)-4-(2,3,5,6-tetrafluorophenoxy)butan-2-yl)amino)pentan-2-yl)oxalamide FC1=C(C(=CC=C1)F)NC(C(=O)N[C@H](C(N[C@@H](C[C@H]1C(NCC1)=O)C(COC1=C(C(=CC(=C1F)F)F)F)=O)=O)CC(C)C)=O